ClC1=C(C=CC2=C1C(=NCC=1N2N=C(N1)C(=O)N1CC(C1)OC)C1=C(C=CC=C1F)F)Cl [7,8-dichloro-6-(2,6-difluorophenyl)-4H-[1,2,4]triazolo[1,5-a][1,4]benzodiazepine-2-Yl]-(3-methoxyazetidin-1-yl)methanone